1,3,5-tris-(4-bromophenyl)benzene BrC1=CC=C(C=C1)C1=CC(=CC(=C1)C1=CC=C(C=C1)Br)C1=CC=C(C=C1)Br